ClCC1=CC=C(C=C1)N1C(=NC=2C1=NC(=CC2)N2CCOCC2)C=2C(=NC=CC2)N 3-(3-(4-(chloromethyl)phenyl)-5-morpholino-3H-imidazo[4,5-b]pyridin-2-yl)pyridin-2-amine